4-((2-hydroxyethyl)sulfonamido)-N-(1-(oxetan-3-ylsulfonyl)indolin-6-yl)-2-(6-azaspiro[2.5]octan-6-yl)benzamide OCCS(=O)(=O)NC1=CC(=C(C(=O)NC2=CC=C3CCN(C3=C2)S(=O)(=O)C2COC2)C=C1)N1CCC2(CC2)CC1